1-ethyl-5-methyl-4,5,6,7-tetrahydro-1H-imidazo[4,5-c]pyridine-2-carboxamide C(C)N1C(=NC=2CN(CCC21)C)C(=O)N